CC1=C(C=CC=C1C1=CC=2N(C=C1)C(=NN2)C2=CC=C(CN1[C@H](CCC1)C(=O)O)C=C2)C2=CC=CC=C2 (4-(7-(2-methyl-[1,1'-biphenyl]-3-yl)-[1,2,4]triazolo[4,3-a]pyridin-3-yl)benzyl)-D-proline